BrC1=CC=C(C=C1)NC(=O)C1=NOC(=C1)C(C)C N-(4-bromophenyl)-5-isopropylisoxazole-3-carboxamide